(2R,3R,5S)-2-(4-(2-azabicyclo[2.2.2]octan-2-yl)-6-chloro-1H-pyrazolo[3,4-d]pyrimidin-1-yl)-5-(hydroxymethyl)-4-methylenetetrahydrofuran-3-ol C12N(CC(CC1)CC2)C2=C1C(=NC(=N2)Cl)N(N=C1)[C@@H]1O[C@@H](C([C@H]1O)=C)CO